1-(6-chloropyridin-3-yl)-N-(2,4,6-trifluorobenzyl)methylamine ClC1=CC=C(C=N1)CNCC1=C(C=C(C=C1F)F)F